heptyncarboxic acid C(#CCCCCC)C(=O)O